24-Methylcholesta-5,7,22-trien-3β-ol CC(C(C)C)C=C[C@@H](C)[C@H]1CC[C@H]2C3=CC=C4C[C@H](CC[C@]4(C)[C@H]3CC[C@]12C)O